2-Bromo-5-(5-(trifluoromethyl)pyrazin-2-yl)oxazole BrC=1OC(=CN1)C1=NC=C(N=C1)C(F)(F)F